(S)-quinuclidin-3-yl (5-(5-chloro-2-isopropoxyphenyl)-2,2-dimethyl-2,3-dihydro-1H-inden-1-yl)carbamat ClC=1C=CC(=C(C1)C=1C=C2CC(C(C2=CC1)NC(O[C@@H]1CN2CCC1CC2)=O)(C)C)OC(C)C